ClC=1C(=C2C(=NC1OCC)C=1CN(CCC1N2)C(CO)=O)Cl 1-(3,4-dichloro-2-ethoxy-5,6,7,9-tetrahydro-8H-pyrrolo[3,2-b:4,5-c']dipyridin-8-yl)-2-hydroxyethan-1-one